N1C(CC1)COC=1C=CC(=C(C(=O)NC2(CC2)C2=C3C=CC=NC3=CC(=C2)C#N)C1)C 5-(azetidin-2-ylmethoxy)-N-(1-(7-cyanoquinolin-5-yl)cyclopropyl)-2-methylbenzamide